CC1=CC(=NC=C1[N+](=O)[O-])CS(=O)(=O)O.CS(=O)(=O)OC1=NC=C(C(=C1)C)[N+](=O)[O-] 4-methyl-5-nitropyridin-2-yl methanesulfonate (4-methyl-5-nitropyridin-2-yl methanesulfonate)